N-(1-cyanocyclopropyl)-4-methylpentanamide trifluoroacetate salt FC(C(=O)O)(F)F.C(#N)C1(CC1)NC(CCC(C)C)=O